O1[C@@H](CCC1)C1=NC2=C(N1)C=C(C=C2C(=O)NCC2=C(C=CC=C2)C(F)(F)F)NC(=O)C2=C(C=CC=C2)C(F)(F)F 2-[(2S)-tetrahydrofuran-2-yl]-N-[2-(trifluoromethyl)benzyl]-6-({[2-(trifluoromethyl)phenyl]carbonyl}amino)-1H-benzoimidazole-4-carboxamide